ClC1=C(C=NN1CC(C)(C)O)S(=O)(=O)NC=1C=CC(=C2C(=CNC12)C#N)F 5-chloro-N-(3-cyano-4-fluoro-1H-indol-7-yl)-1-(2-hydroxy-2-methyl-propyl)pyrazole-4-sulfonamide